1,2-dihydrophenalene C1CCC2=CC=CC3=CC=CC1=C23